ClC=1C=C(C=2N(N1)C(=NN2)C(C)C)NCCC2=CC=CC=C2 6-chloro-3-isopropyl-N-(2-phenylethyl)-[1,2,4]triazolo[4,3-b]pyridazin-8-amine